(±)-2-piperazin-2-ylacetonitrile dihydrochloride Cl.Cl.N1[C@@H](CNCC1)CC#N |r|